2-(4-(hydroxymethyl)phenyl)-N-methylacetamide OCC1=CC=C(C=C1)CC(=O)NC